N-(4-methyl-3-(6-methyl-3-(9-(tetrahydro-2H-pyran-2-yl)-9H-purin-6-yl)pyridin-2-ylamino)phenyl)-4-(trifluoromethyl)picolinamide CC1=C(C=C(C=C1)NC(C1=NC=CC(=C1)C(F)(F)F)=O)NC1=NC(=CC=C1C1=C2N=CN(C2=NC=N1)C1OCCCC1)C